4-[4-(2-aminoethyl)phenyl]-3-(6-pyridin-2-ylpyridazin-4-yl)oxybenzonitrile NCCC1=CC=C(C=C1)C1=C(C=C(C#N)C=C1)OC1=CN=NC(=C1)C1=NC=CC=C1